methyl 1-(2-(3-formylphenoxy) ethyl)-1H-indole-6-carboxylate C(=O)C=1C=C(OCCN2C=CC3=CC=C(C=C23)C(=O)OC)C=CC1